Cl.NC1CCC(CC1)CN1C(\C(\C2=CC=C(C=C12)C1=NC=CC=C1)=C/C=1NC(=CC1C)C)=O (Z)-1-(((1r,4r)-4-aminocyclohexyl)methyl)-3-((3,5-dimethyl-1H-pyrrol-2-yl)methylene)-6-(pyridin-2-yl)indol-2-one hydrochloride